FC(C(=O)NC(C#CC1=C2CCCN(C2=CC(=C1)F)C1=NC=2N(C3=CC=C(C=C13)F)C(=NN2)C)(C)C)(F)F 2,2,2-trifluoro-N-[3-[7-fluoro-1-(7-fluoro-1-methyl-[1,2,4]triazolo[4,3-a]quinazolin-5-yl)-3,4-dihydro-2H-quinolin-5-yl]-1,1-dimethyl-Prop-2-ynyl]acetamide